CC1(CC2=CC=CC=C2C=2C=CC(=CC12)F)C 10,10-dimethyl-2-fluorophenanthrene